ClC1=NC(=C2C(=N1)N(N=C2)C(C)C)NCC2=CC=C(C=C2)F 6-chloro-N-[(4-fluorophenyl)methyl]-1-isopropylpyrazolo[3,4-d]pyrimidin-4-amine